2,4-dimethoxy-6-[(4-nitrobenzyl)oxy]benzoic acid COC1=C(C(=O)O)C(=CC(=C1)OC)OCC1=CC=C(C=C1)[N+](=O)[O-]